P(OCC1CCN(CCC1)C1=C(C=NC2=CC(=C(C=C12)OC)OC)C#N)([O-])=O.[Na+] sodium ((1-(3-cyano-6,7-dimethoxyquinolin-4-yl) azepan-4-yl) methyl) phosphonate